C(C=CCC)(C(=O)O)C(=O)O pent-2-enedicarboxylic acid